FN1CCN(CCC1)C(C=C)=O fluoro-4-prop-2-enoyl-1,4-diazepane